7-(tert-butyl)-3-(4-(N,N-dimethylsulfamoyl)phenyl)-1H-indole-2-carboxylic acid C(C)(C)(C)C=1C=CC=C2C(=C(NC12)C(=O)O)C1=CC=C(C=C1)S(N(C)C)(=O)=O